O.O.O.O.[Cl-].C(CCC)[N+](CCCC)(CCCC)CCCC tetrabutylammonium chloride Tetrahydrate